N2-isobutyryl-2'-methoxyguanosine C(C(C)C)(=O)NC=1NC(C=2N=CN([C@H]3[C@](O)([C@H](O)[C@@H](CO)O3)OC)C2N1)=O